CC1=C(C(=C2C3=C1O[C@@H](C[C@@H]3O[C@@H]4[C@H]([C@@H]([C@H](O[C@H]4O2)COC(=O)C)O)O)C5=CC=C(C=C5)OC)C)O The molecule is an organic heterotetracyclic compound resulting from cyclocondensation of the 4- and 5-hydroxy groups of (2S,4S)-2-(4-methoxyphenyl)-6,8-dimethylchromane-4,5,7-triol across the 1- and 2-positions of 6-O-acetyl-1,2-didehydro-D-glucose. A natural product found in Abacopteris penangiana. It has a role as a plant metabolite. It is a carbohydrate derivative, an organic heterotetracyclic compound and a polycyclic ether. It derives from a 6-O-acetyl-beta-D-glucose.